9-(5-chloro-2-methyl-4-nitrophenyl)-3,9-diazaspiro[5.5]undecane-3-carboxylic acid tert-butyl ester C(C)(C)(C)OC(=O)N1CCC2(CC1)CCN(CC2)C2=C(C=C(C(=C2)Cl)[N+](=O)[O-])C